FC1=CC=C(C=C1)C=1C=C(N2C1C1=CC(=C(C=C1CC2)OC)C=2N=NN(N2)C)C(=O)N2COC[C@@]2(C(=O)N)C (R)-3-(1-(4-fluorophenyl)-8-methoxy-9-(2-methyl-2H-tetrazol-5-yl)-5,6-dihydropyrrolo[2,1-a]isoquinoline-3-carbonyl)-4-methyloxazolidine-4-carboxamide